1,3,5-trimethylpiperidin-4-amine CN1CC(C(C(C1)C)N)C